ClC1=C(C(=O)NC(C)C2=NC=3CCCN(C3C=C2)C(=O)C2CC2)C=CC=C1 chloro-N-(1-(5-(cyclopropanecarbonyl)-5,6,7,8-tetrahydro-1,5-naphthyridin-2-yl)ethyl)benzamide